C(#N)C1=C(C=C(C=C1)F)C(C(C)C=1N(C(C(=C(N1)C(=O)NC=1C=NOC1)OC)=O)C)C1=CC=CC=C1 (1-(2-cyano-5-fluorophenyl)-1-phenylpropan-2-yl)-N-(isoxazol-4-yl)-5-methoxy-1-methyl-6-oxo-1,6-dihydropyrimidine-4-carboxamide